(S)-3-(1-(4-amino-3-(5-hydroxypyridin-3-yl)-1H-pyrazolo[3,4-d]pyrimidin-1-yl)ethyl)-4-(3-((dimethylamino)methyl)phenyl)-1H-isochromen-1-one Hydrochloride Cl.NC1=C2C(=NC=N1)N(N=C2C=2C=NC=C(C2)O)[C@@H](C)C=2OC(C1=CC=CC=C1C2C2=CC(=CC=C2)CN(C)C)=O